2-(6-(Benzylthio)-8-chloroimidazo[1,2-a]pyridin-3-yl)-5-(difluoromethyl)-1,3,4-thiadiazole C(C1=CC=CC=C1)SC=1C=C(C=2N(C1)C(=CN2)C=2SC(=NN2)C(F)F)Cl